ClC=1C2=C(N(C(N1)=O)C=1C(=NC=CC1C)C(C)C)N=C(C(=C2)Cl)C2=C(C=CC=C2)F 4,6-dichloro-7-(2-fluorophenyl)-1-(2-isopropyl-4-methylpyridin-3-yl)pyrido[2,3-d]pyrimidin-2(1H)-one